C(C)OC(=O)C1C(C(C(CC1=O)(C)O)C(=O)OCC)C1=CC(=C(C=C1)N1CCN(CC1)C(=O)OC(C)(C)C)F 2-(4-(4-(tert-Butoxycarbonyl)piperazin-1-yl)-3-fluorophenyl)-4-hydroxy-4-methyl-6-oxocyclohexane-1,3-dicarboxylic acid diethyl ester